FC1=C(C=CC(=C1C)F)C=1C=C2C(=NC1)N(C(N2CC=2N=NSC2)=O)C 6-(2,4-difluoro-3-methyl-phenyl)-3-methyl-1-(thiadiazol-4-ylmethyl)imidazo[4,5-b]pyridin-2-one